FC(COCC(F)(F)F)COCC(F)(F)F 2-fluoro-1,3-bis(2,2,2-trifluoroethoxy)propane